5-(((1R,1aS,6bR)-1-(6-(trifluoromethyl)-1H-benzo[d]imidazole-2-yl)-1a,6b-dihydro-1H-cyclopropa[b]benzofuran-5-yl)oxy)-3,4-dihydro-1,8-naphthyridine FC(C=1C=CC2=C(NC(=N2)[C@@H]2[C@H]3OC4=C([C@H]32)C=C(C=C4)OC4=C3CCC=NC3=NC=C4)C1)(F)F